C1(CC1)S(=O)(=O)NC1=NC=CC(=N1)C(C(=O)NC1=NC=C(C=C1)C1=NC(=CN=C1)OC1CC1)(C)C 2-(2-(cyclopropanesulfonamido)pyrimidin-4-yl)-N-(5-(6-cyclopropoxypyrazin-2-yl)pyridin-2-yl)-2-methylpropanamide